diethyl (6-chloropyridin-3-ylmethylene)dicarbamate ClC1=CC=C(C=N1)C(NC(OCC)=O)NC(OCC)=O